N-[[6-(3-cyanobenzoyl)-6-azaspiro[2.5]octan-2-yl]methyl]furo[2,3-c]pyridine-2-carboxamide C(#N)C=1C=C(C(=O)N2CCC3(C(C3)CNC(=O)C3=CC=4C(=CN=CC4)O3)CC2)C=CC1